C(C)OC(N(C1CCNCC1)C1=CC=CC=C1)=O phenyl-(piperidin-4-yl)carbamic acid ethyl ester